FC(OC1=CC2=C(N=C(O2)C=2C(=C(C=CC2)C2=C(C(=CC=C2)C2=NC(=C(C=C2)CN2CCCC2)OC)C)C)C=C1CN1[C@@H](CCC1)C(=O)O)F ((6-(difluoromethoxy)-2-(3'-(6-methoxy-5-(pyrrolidin-1-ylmethyl)pyridin-2-yl)-2,2'-dimethyl-[1,1'-biphenyl]-3-yl)benzo[d]oxazol-5-yl)methyl)-L-proline